pyridin-3-yl-6-(1-methyl-1H-pyrazol-4-yl)pyrazolo[1,5-a]Pyridine-3-carbonitrile trifluoroacetate salt FC(C(=O)O)(F)F.N1=CC(=CC=C1)C1=NN2C(C=CC(=C2)C=2C=NN(C2)C)=C1C#N